Cl.C1(C=CC2=CC=CC=C12)=O 1H-inden-1-one hydrochloride